1-{3-[9-methoxy-7-(2-methoxyphenyl)-2,3,4,5-tetrahydro-1,4-benzoxazepine-4-carbonyl]phenyl}imidazolidin-2-one COC1=CC(=CC=2CN(CCOC21)C(=O)C=2C=C(C=CC2)N2C(NCC2)=O)C2=C(C=CC=C2)OC